C(C)(C)N1CCN(CC1)C1=NC=CC=C1NS(=O)(=O)C1=CC2=C(C=C(O2)C(=O)NO)C=C1 6-(N-(2-(4-isopropylpiperazin-1-yl)pyridin-3-yl)aminosulfonyl)-N-hydroxy-benzofuran-2-carboxamide